C(C1=CC=CC=C1)C1C(CCCC1)C 1-Benzyl-2-methyl-cyclohexan